3-(4-amino-7-(1-(tetrahydro-2H-pyran-2-yl)-1H-pyrazol-5-yl)-2H-pyrazolo[3,4-c]quinolin-2-yl)propan-1-ol NC1=NC=2C=C(C=CC2C=2C1=NN(C2)CCCO)C2=CC=NN2C2OCCCC2